CN(C(=O)C1=CC2=C(N=C(S2)C=2CN(CCC2)C(CCC=2SC=CN2)=O)C(=C1)C1=C(C=C(C=C1)N1CCN(CC1)C(=O)OC(C)(C)C)OC)C Tert-butyl 4-(4-(6-(dimethylcarbamoyl)-2-(1-(3-(thiazol-2-yl)propanoyl)-1,2,5,6-tetrahydropyridin-3-yl)benzo[d]thiazol-4-yl)-3-methoxyphenyl)piperazine-1-carboxylate